tert-butyl (2-benzoyl-4-(trifluoromethyl)phenyl)carbamate C(C1=CC=CC=C1)(=O)C1=C(C=CC(=C1)C(F)(F)F)NC(OC(C)(C)C)=O